C(C)(C)C=1C(=NNC1C=1C=C(C=2N(C1)N=CN2)OC)C2=CC=C(C=C2)[C@H](C)N(C([C@@H](C)NC)=O)C (R)-N-((S)-1-(4-(4-isopropyl-5-(8-methoxy-[1,2,4]triazolo[1,5-a]pyridin-6-yl)-1H-pyrazol-3-yl)phenyl)ethyl)-N-methyl-2-(methylamino)propionamide